(2-(pyrrolidin-1-yl)-4-(trifluoromethyl)benzyl)piperazine-1-carboxylic acid N1(CCCC1)C1=C(CC2N(CCNC2)C(=O)O)C=CC(=C1)C(F)(F)F